2-chloro-N-(2-((4,4-difluorocyclohexyl)amino)-2-oxo-1-(pyrimidin-5-yl)ethyl)-N-(4-(isoxazol-5-yl)phenyl)acetamide ClCC(=O)N(C1=CC=C(C=C1)C1=CC=NO1)C(C(=O)NC1CCC(CC1)(F)F)C=1C=NC=NC1